4-chloro-3-(5,7-difluoro-4-oxo-6-(piperidin-4-yl)-1,4-dihydroquinolin-2-yl)benzonitrile ClC1=C(C=C(C#N)C=C1)C=1NC2=CC(=C(C(=C2C(C1)=O)F)C1CCNCC1)F